FC1=C(C=CC(=C1)C=1C=C(C=2N=C(N=CC2N1)N[C@@H]1CNC[C@H](C1)F)C1COC1)NS(=O)(=O)CC1=CC=CC=C1 N-(2-fluoro-4-(2-(((3S,5S)-5-fluoro-piperidin-3-yl)amino)-8-(oxetan-3-yl)pyrido[3,2-d]pyrimidin-6-yl)phenyl)-1-phenylmethanesulfonamide